C1(CCC1)C(C)=O 1-cyclobutyl-ethan-1-one